(Z)-4-[5-(3,5-dichlorophenyl)-5-trifluoromethyl-4,5-dihydroisoxazol-3-yl]-N-[(methoxy-imino)methyl]-2-methylbenzamide ClC=1C=C(C=C(C1)Cl)C1(CC(=NO1)C1=CC(=C(C(=O)N\C=N/OC)C=C1)C)C(F)(F)F